ClC1=C(C(=O)NC2CCC(CC2)NC2=CC=CC=3N2C=C(N3)C(F)(F)F)C=CC=C1 2-chloro-N-[(1s,4s)-4-{[2-(trifluoromethyl)imidazo[1,2-a]pyridin-5-yl]amino}cyclohexyl]benzamide